(1R,3R)-ethyl 3-aminocyclobutanecarboxylate NC1CC(C1)C(=O)OCC